FC1=C(CN2C(N(C(C3=C2N=CC(=C3)Br)=O)CC3=NN(C=N3)C)=O)C=CC(=C1)F 1-(2,4-difluorobenzyl)-6-bromo-3-((1-methyl-1H-1,2,4-triazol-3-yl)methyl)pyrido[2,3-d]pyrimidine-2,4(1H,3H)-dione